C12CN(CC(N1)C2)C=2OC1=C(N2)C(=CC=C1C=1SC=CN1)OC 2-(3,6-diazabicyclo[3.1.1]heptan-3-yl)-4-methoxy-7-(thiazol-2-yl)benzo[d]oxazole